5-chloro-4-(3-chloro-4-methylphenyl)-1H-imidazole ClC1=C(N=CN1)C1=CC(=C(C=C1)C)Cl